4-[4-(2-methoxyphenoxy)piperidin-1-yl]-1,6-dimethyl-2-oxo-1,2-dihydroquinoline-3-carboxamide COC1=C(OC2CCN(CC2)C2=C(C(N(C3=CC=C(C=C23)C)C)=O)C(=O)N)C=CC=C1